2-(3-(3-(1-(2-Chloro-4-fluorophenyl)cyclopropyl)-1,2,4-oxadiazol-5-yl)-5-(difluoromethyl)-1H-pyrazol-1-yl)-N-(cyclobutylmethyl)acetamide ClC1=C(C=CC(=C1)F)C1(CC1)C1=NOC(=N1)C1=NN(C(=C1)C(F)F)CC(=O)NCC1CCC1